ClC1=CC=C2C(=CC(=NC2=C1Cl)C=1CC(CCC1)C(=O)OCC)C=1C=NNC1 ethyl 3-(7,8-dichloro-4-(1H-pyrazol-4-yl)quinolin-2-yl)cyclohex-3-ene-1-carboxylate